COC1=C(C=CC=C1)C1CC2=C(O1)C(C1=CC=CC=C1C2=O)=O (2-methoxyphenyl)-2,3-dihydronaphtho[2,3-b]furan-4,9-dione